6-Methyl-hexadecane CC(CCCCC)CCCCCCCCCC